methyl 3-fluoro-4-{5-methyl-octahydropyrrolo[3,4-c]pyrrol-2-yl}benzoate FC=1C=C(C(=O)OC)C=CC1N1CC2CN(CC2C1)C